6-(tert-butyl) 3-methyl 7,8-dihydro-1,6-naphthyridine-3,6(5H)-dicarboxylate N1=CC(=CC=2CN(CCC12)C(=O)OC(C)(C)C)C(=O)OC